23-{[4-(2,4,4-trimethyl-2-pentyl)cyclohexyl]oxy}-3,6,9,12,15,18,21-heptaoxatricosane-1-ol CC(C)(CC(C)(C)C)C1CCC(CC1)OCCOCCOCCOCCOCCOCCOCCOCCO